FC1=C(C=CC(=C1)F)NC1=NC=NC2=CC(=CC=C12)C=1C=NC(=CC1)N1CCOCC1 N-(2,4-difluorophenyl)-7-(6-morpholinylpyridin-3-yl)quinazolin-4-amine